2-(2-((4-Methoxybenzyl)thio)phenyl)-4,4,5,5-tetramethyl-1,3,2-dioxaborolane COC1=CC=C(CSC2=C(C=CC=C2)B2OC(C(O2)(C)C)(C)C)C=C1